di-butyl-malonic acid C(CCC)C(C(=O)O)(C(=O)O)CCCC